C1(CC1)N1C=C([C@H]2[C@H](O)[C@H](O)[C@@H](CO)O2)C(NC1=O)=O N1-cyclopropyl-pseudouridine